COC(CC(CC(O)C1=CC(=CC2=CC=CC(=C12)Br)OCOC)=O)=O.IC1=C(C(=O)NC2=C(C=CC=C2CC)CC)C=CC=C1 2-iodo-N-(2,6-diethylphenyl)benzamide Methyl-5-(8-bromo-3-(methoxymethoxy)naphthalen-1-yl)-5-hydroxy-3-oxopentanoate